4-[[1-[2-[4-[3-[1-(5-chloropyrimidin-2-yl)-4-piperidyl]propoxy]-2-fluoro-phenyl]acetyl]azetidine-3-carbonyl]amino]butane-1-sulfonic acid ClC=1C=NC(=NC1)N1CCC(CC1)CCCOC1=CC(=C(C=C1)CC(=O)N1CC(C1)C(=O)NCCCCS(=O)(=O)O)F